(M)-3-chloro-4-((6-fluoropyridin-2-yl)methoxy)-2'-(2-(2-hydroxypropan-2-yl)-5-methylpyrimidin-4-yl)-5',6-dimethyl-2H-[1,4'-bipyridin]-2-one ClC=1C(N(C(=CC1OCC1=NC(=CC=C1)F)C)C1=CC(=NC=C1C)C1=NC(=NC=C1C)C(C)(C)O)=O